tert-butyl (+-)-1-(4-(methoxycarbonyl) phenyl)-2-azaspiro[3.4]octane-2-carboxylate COC(=O)C1=CC=C(C=C1)[C@H]1N(CC12CCCC2)C(=O)OC(C)(C)C |r|